(4-bromophenyl)(5-chloro-2-methylphenyl)methanol BrC1=CC=C(C=C1)C(O)C1=C(C=CC(=C1)Cl)C